2,6-Difluoro-3-(6-(3-isobutylmorpholino)-1-methyl-1H-pyrazolo[3,4-d]pyrimidin-3-yl)-5-(trifluoromethyl)phenol FC1=C(C(=C(C=C1C1=NN(C2=NC(=NC=C21)N2C(COCC2)CC(C)C)C)C(F)(F)F)F)O